C(CCCCCCC\C=C/CCCCCCCC)NCCCN N-[(Z)-9-octadecenyl]propane-1,3-diamine